silver spermine NCCCNCCCCNCCCN.[Ag]